1-(4-(3-(2,2-difluoroethyl)-2-(8-fluoroimidazo[1,2-a]pyridin-6-yl)-1H-indol-5-yl)piperidin-1-yl)-2-(methylamino)ethan-1-one FC(CC1=C(NC2=CC=C(C=C12)C1CCN(CC1)C(CNC)=O)C=1C=C(C=2N(C1)C=CN2)F)F